C(#N)C1=CC=C(C(=O)NC=2C=C3C(=NNC3=CC2)C=2C=NC=CC2)C=C1 4-cyano-N-(3-(pyridin-3-yl)-1H-indazol-5-yl)benzamide